C1(CCCCC1)SC1=CC=2OCCN(C2N=C1)C(=O)OC(C)(C)C tert-Butyl 7-(Cyclohexylthio)-2,3-dihydro-4H-pyrido[3,2-b][1,4]oxazine-4-carboxylate